naphtho[1,2-e][1,4]diazepin-2(3H)-one N1C(CN=CC2=C1C1=CC=CC=C1C=C2)=O